4-[(3-chlorophenyl)(trifluoroacetyl)amino]-6'-(1,3-dioxan-2-yl)-2'-[(2R)-3-hydroxy-2-methylpropyl]-2',3'-dihydrospiro[cyclohexane-1,1'-indene]-4-carboxylic acid methyl ester COC(=O)C1(CCC2(C(CC3=CC=C(C=C23)C2OCCCO2)C[C@H](CO)C)CC1)N(C(C(F)(F)F)=O)C1=CC(=CC=C1)Cl